BrC(CC1=C(C=CC=C1)SC1=C(C=CC=C1)CC(=C(F)F)Br)=C(F)F 2-bromo-3,3-difluoroallylphenylsulfide